Perfluorotoluol FC1=C(C(=C(C(=C1F)F)F)F)C(F)(F)F